(R)-N2-(5-((+)-1-amino-3-cyclopropyl-1-(pyridin-4-yl)propyl)-2-fluorophenyl)-N1-(5-chloropyridin-2-yl)-4,4-difluoropyrrolidine-1,2-dicarboxamide NC(CCC1CC1)(C1=CC=NC=C1)C=1C=CC(=C(C1)NC(=O)[C@@H]1N(CC(C1)(F)F)C(=O)NC1=NC=C(C=C1)Cl)F